Cl.N[C@H](C(=O)OC)CC1C(NC2(C1)CCN(CC2)S(=O)(=O)C)=O Methyl (2S)-2-amino-3-(8-(methylsulfonyl)-2-oxo-1,8-diazaspiro[4.5]decan-3-yl)propanoate hydrochloride